OC1=C(C=CC=C1C)C1=CC=CC=2CC3=CC=CC=C3C12 4-(hydroxy-3-methylphenyl)fluorene